(2R,5S)-1-((4-chlorophenyl)((S)-2,2-difluorocyclopropyl)methyl)-2,5-dimethylpiperazine ClC1=CC=C(C=C1)C(N1[C@@H](CN[C@H](C1)C)C)[C@H]1C(C1)(F)F